N-((4-(2-((tert-Butyldimethylsilyl)oxy)ethoxy)-2-isopropylpyridin-3-yl)carbamoyl)-2,4-dichloro-5-fluorobenzamide [Si](C)(C)(C(C)(C)C)OCCOC1=C(C(=NC=C1)C(C)C)NC(=O)NC(C1=C(C=C(C(=C1)F)Cl)Cl)=O